FCCC1CN(C1)C=1C=C2C(=CC=NC2=CC1)C(=O)O 6-(3-(2-fluoroethyl)azetidin-1-yl)quinoline-4-carboxylic acid